ClC=1C=CC=2N=CN=C(C2N1)NC1=CC(=C(C=C1)OCC1COC1)Cl 6-chloro-N-[3-chloro-4-(oxetan-3-ylmethoxy)phenyl]pyrido[3,2-d]pyrimidin-4-amine